CC1=C2CN(C(C2=CC=C1)=O)C1CCC(CC1)C(=O)NC1=CC(N(C=C1)C)=O (1s,4s)-4-(4-methyl-1-oxoisoindolin-2-yl)-N-(1-methyl-2-oxo-1,2-dihydropyridin-4-yl)cyclohexanecarboxamide